C(=C)OC(CCCCCCCC=CC=C)CCCCCC 12-octadecadienyl vinyl ether